ClC1=CC=C(C=C1)S(=O)(=O)[C@@H]1[C@H]([C@H]([C@@H](C1)N1C=2NC=N/C(/C2N=C1)=N/N)O)O (1S,2S,3S,5R)-3-((4-chlorophenyl)sulfonyl)-5-((E)-6-hydrazineylidene-3,6-dihydro-9H-purin-9-yl)cyclopentane-1,2-diol